COCC[NH+]1C(=CCC1)C 1-(2-methoxyethyl)-2-methylpyrrolinium